1,1'-(ethane-1,2-diyl)bis(2-(5-chloro-2-(2H-tetrazol-5-yl)phenyl)-4-methoxy-1H-benzo[d]imidazole-5-carboxamide) C(CN1C(=NC2=C1C=CC(=C2OC)C(=O)N)C2=C(C=CC(=C2)Cl)C=2N=NNN2)N2C(=NC1=C2C=CC(=C1OC)C(=O)N)C1=C(C=CC(=C1)Cl)C=1N=NNN1